N-(tert-butyl)-3-((13S,15R)-13-methyl-17-oxo-7,8,9,11,12,13,14,15,16,17-deca-hydro-6H-cyclopenta[a]phenanthren-15-yl)propanamide C(C)(C)(C)NC(CC[C@H]1C2C3CCC=4C=CC=CC4C3CC[C@@]2(C(C1)=O)C)=O